NCCCCCCCCC1=CC=C(N)C=C1 4-(8-Aminooctyl)aniline